[(1-(6-Nitrobenzo[d][1,3]dioxol-5-yl)ethoxy)carbonyl]-L-lysine [N+](=O)([O-])C=1C(=CC2=C(OCO2)C1)C(C)OC(=O)N[C@@H](CCCCN)C(=O)O